hexynamine hydrochloride Cl.C(#CCCCC)N